(E)-3-(benzo[d]thiazol-2-yl)-4-(1-methyl-3-(4-(trifluoromethyl)phenyl)-1H-pyrazol-4-yl)but-3-enoic acid S1C(=NC2=C1C=CC=C2)\C(\CC(=O)O)=C\C=2C(=NN(C2)C)C2=CC=C(C=C2)C(F)(F)F